(R)-(1-(2-(1-ethyl-7-methyl-6-oxo-6,7-dihydro-1H-pyrrolo[2,3-b]pyridin-2-yl)-7-methoxy-1-methyl-1H-benzo[d]imidazole-5-carbonyl)piperidin-3-yl)carbamic acid tert-butyl ester C(C)(C)(C)OC(N[C@H]1CN(CCC1)C(=O)C1=CC2=C(N(C(=N2)C2=CC3=C(N(C(C=C3)=O)C)N2CC)C)C(=C1)OC)=O